8-((2,2-difluoro-2-phenylethyl)amino)imidazo[1,2-b]pyridazin FC(CNC=1C=2N(N=CC1)C=CN2)(C2=CC=CC=C2)F